C(C=C)(=O)N1CCN(CC1)C1=NC(N2C3=C(C(=C(C=C13)C(F)(F)F)C1=C(C=C(C=C1)F)F)SC[C@H](C2)OC)=O (S)-8-(4-acryloylpiperazin-1-yl)-11-(2,4-difluorophenyl)-3-methoxy-10-(trifluoromethyl)-3,4-dihydro-2H,6H-[1,4]thiazepino[2,3,4-ij]quinazolin-6-one